1-(4-((7-methoxy-4-((4-methoxy-3'-(trifluoromethyl)-[1,1'-biphenyl]-3-yl)amino)quinazoline-6-yl)oxy)piperidin-1-yl)prop-2-en-1-one COC1=C(C=C2C(=NC=NC2=C1)NC=1C=C(C=CC1OC)C1=CC(=CC=C1)C(F)(F)F)OC1CCN(CC1)C(C=C)=O